C(C)N1N=CC=C1C(=O)N[C@H](C(=O)OCC)[C@H]1CCCC2(CC2)C1 ethyl (2S)-2-[(2-ethylpyrazole-3-carbonyl)amino]-2-[(7S)-spiro[2.5]octan-7-yl]acetate